ClC1=CC(=C(CN2CCCCC2)C=C1)F 1-(4-chloro-2-fluorobenzyl)piperidin